COC(=O)C=1C=C2C(=C(NC2=CC1)C)CC1=CC=C(C=C1)S(N(C)C)(=O)=O 3-(4-(N,N-dimethylsulfamoyl)benzyl)-2-methyl-1H-indole-5-carboxylic acid methyl ester